(p-tert-Butoxyphenyl)diphenylsulfonium C(C)(C)(C)OC1=CC=C(C=C1)[S+](C1=CC=CC=C1)C1=CC=CC=C1